C1(=CC=CC=C1)C=1C=NC(=C(C(=O)N)C1)N1C[C@H](CC1)NC1=NC=C(C=C1)C(F)(F)F (S)-5-phenyl-2-(3-(5-(trifluoromethyl)pyridin-2-ylamino)pyrrolidin-1-yl)nicotinamide